N-(2-acetyl-5-methylphenyl)picolinamide C(C)(=O)C1=C(C=C(C=C1)C)NC(C1=NC=CC=C1)=O